C(C)(C)(C)OC(=O)OC(=O)OC(C)(C)C.C(C)(C)(C)OC(=O)N(C=1C=C(C(=NC1)C)C(=O)OC)C(=O)OC(C)(C)C methyl 5-[bis(tert-butoxycarbonyl)amino]-2-methyl-pyridine-3-carboxylate Di-tert-butyl-dicarbonate